Octadecanthiol C(CCCCCCCCCCCCCCCCC)S